ClC=1N=C(C2=C(N1)CCN(C2=O)CC)NC=2N=CC=1CCC3=C(C1C2F)NC2=C3C(NCC2)=O 2-((2-chloro-6-ethyl-5-oxo-5,6,7,8-tetrahydropyrido[4,3-d]pyrimidin-4-yl)amino)-1-fluoro-5,6,8,9,10,11-hexahydro-7H-pyrido[3',4':4,5]pyrrolo[2,3-f]isoquinolin-7-one